2,6-dichloro-4-ethyl-5-methylpyridine-3-carbonitrile ClC1=NC(=C(C(=C1C#N)CC)C)Cl